COC(C1=C(C=C(C(=C1)O)Br)[N+](=O)[O-])=O 2-nitro-4-bromo-5-hydroxy-benzoic acid methyl ester